6-[(2-methyl-3H-benzimidazol-5-yl)oxy]Quinoxalin-5-amine CC=1NC2=C(N1)C=CC(=C2)OC2=C(C=1N=CC=NC1C=C2)N